2-(ethoxydimethylsilyl)-5-methylfuran C(C)O[Si](C=1OC(=CC1)C)(C)C